1,4-dimethoxy-1,4-dibromobutane COC(CCC(Br)OC)Br